5-sulfydryl-1,3,4-oxadiazole SC1=NN=CO1